C1(=CC=CC=C1)[Si](C1=CC=C(C=C1)[Si](C1=CC=CC=C1)(C1=CC=CC=C1)C1=CC=CC=C1)(C1=CC=CC=C1)C1=CC=CC=C1 1,4-di(triphenylsilyl)benzene